(E)-8-(4-Chlorophenyl)-9H-purin-6-amine ClC1=CC=C(C=C1)C=1NC2=NC=NC(=C2N1)N